C(C)(C)(C)OC(=O)N[C@H](COC=1C(=C(C=C(C1)F)CCCC(=O)OC)F)CCC(N)=O Methyl 4-[3-[(2S)-2-[(tert-butoxycarbonyl)amino]-4-carbamoylbutoxy]-2,5-difluorophenyl]butanoate